[O-2].[Li+].[Ce+3].[O-2] cerium-lithium oxide